6-Fluoroisoquinolin-1(2H)-one FC=1C=C2C=CNC(C2=CC1)=O